5-chloro-2-hydroxy-3-(2-morpholinoethyl)-N-(6-(trifluoromethyl)benzo[d]thiazol-2-yl)benzamide ClC=1C=C(C(=C(C(=O)NC=2SC3=C(N2)C=CC(=C3)C(F)(F)F)C1)O)CCN1CCOCC1